2-(benzo[d]oxazol-2-ylmethyl)-6-(2-(2,2,2-trifluoroethoxy)pyrimidin-5-yl)pyridazin-3(2H)-one O1C(=NC2=C1C=CC=C2)CN2N=C(C=CC2=O)C=2C=NC(=NC2)OCC(F)(F)F